CS(=O)(=O)C[C@@H]1[C@H](N(C1)C=1C=CC(=C2C=C(N=CC12)NC1=NC(=NC=C1)N1C[C@H]([C@H](CC1)OC)OCCO)C(C)C)C 2-{[(3R,4S)-1-[4-([8-[(2R,3S)-3-(methanesulfonylmeth-yl)-2-methylazetidin-1-yl]-5-(propan-2-yl)isoquinolin-3-yl]amino)pyrimidin-2-yl]-4-methoxypiperidin-3-yl]oxy}ethan-1-ol